NCCCNCCCCCN N1-(aminopropyl)-cadaverine